ClC1=C(C=C2C=C(N=CC2=C1)NC(=O)C1C(C1)C1=NN(C=C1)C)C1CCN(CC1)C1(COCC1F)C N-(7-chloro-6-(1-(4-fluoro-3-methyltetrahydrofuran-3-yl)piperidin-4-yl)isoquinolin-3-yl)-2-(1-methyl-1H-pyrazol-3-yl)cyclopropane-1-carboxamide